S-(4-(difluoromethoxy)benzyl) ethanethioate C(C)(SCC1=CC=C(C=C1)OC(F)F)=O